N1=C(C=CC=C1)C(=O)[NH2]=O PICOLINAMID-N-OXID